[C@H](C)(CC)[C@@H]1N(CC2=C(NC1=O)C=CC=C2)C(=O)N2C[C@@H](CCC2)NS(=O)(=O)C N-((R)-1-((S)-3-((S)-sec-butyl)-2-oxo-2,3,4,5-tetrahydro-1H-benzo[e][1,4]diazepine-4-carbonyl)piperidin-3-yl)methanesulfonamide